(E)-5-(2-tert-butoxy-2-oxoethyl)-[1,2,4]triazolo[1,5-a]pyridin-8-yl-4-(N'-hydroxyacetimidamido)benzoate C(C)(C)(C)OC(CC1=CC=C(C=2N1N=CN2)OC(C2=CC=C(C=C2)N\C(\C)=N\O)=O)=O